6-(5-fluoro-2-oxoindol-3-ylidene)-1,4,5,6-tetrahydrocyclopenta[c]pyrazole-3-carboxamide FC=1C=C2C(C(NC2=CC1)=O)=C1CCC2=C1NN=C2C(=O)N